6-chloro-2',6'-dimethyl-[1,1'-biphenyl]-3-carbaldehyde ClC1=CC=C(C=C1C1=C(C=CC=C1C)C)C=O